C(C)N1C(NC2=CC(=CC=C2C1=O)CN1CCN(CC1)C=1C=CC(=NC1F)C(=O)NC)=O 5-(4-((3-ethyl-2,4-dioxo-1,2,3,4-tetrahydroquinazolin-7-yl)methyl)piperazin-1-yl)-6-fluoro-N-methylpicolinamide